3-(9H-Purin-9-yl)heptan-1-ol N1=CN=C2N(C=NC2=C1)C(CCO)CCCC